FC(C(=O)O)(F)F.ClC=1C=C2C(N(C(=NC2=CC1Cl)[C@@H]1CNCCC1)C)=O (S)-6,7-dichloro-3-methyl-2-(piperidin-3-yl)quinazolin-4(3H)-one trifluoroacetic acid salt